BrC(C(=O)C1=CC2=CC=CC=C2C=C1)OC1=CC(=NC=C1)Cl 2-bromo-2-((2-chloropyridin-4-yl)oxy)-1-(naphthalen-2-yl)ethan-1-one